N[C@@H](CCC(C)C)C(=O)O Homoleucin